C1(=CC=CC=C1)S(=O)(=O)N1C=C(C2=CC=CC=C12)C1=C2C(=NC=C1)NC(=C2)C2CN(CC2)C(=O)OC(C)(C)C tert-Butyl 3-(4-(1-(phenylsulfonyl)-1H-indol-3-yl)-1H-pyrrolo[2,3-b]pyridin-2-yl)pyrrolidine-1-carboxylate